COCCN1C(CCC1=O)C(=O)OC(C)(C)C tert-Butyl 1-(2-methoxyethyl)-5-oxopyrrolidine-2-carboxylate